1-(6-butyl-3-(3-oxo-2,3-dihydrobenzofuran-5-yl)pyrazin-2-yl)piperidine-4-carboxylic acid C(CCC)C1=CN=C(C(=N1)N1CCC(CC1)C(=O)O)C=1C=CC2=C(C(CO2)=O)C1